CC1(C(C(C2=CC(=CC=C12)C(=O)NC1=CC=C(C(=O)O)C=C1)(C)C)=O)C 4-[[(2,3-Dihydro-1,1,3,3-tetramethyl-2-oxo-1H-inden-5-yl)carbonyl]amino]benzoic acid